2-methylpyrazolo[1,5-a]pyrazine-4-carboxylic acid CC1=NN2C(C(=NC=C2)C(=O)O)=C1